ethyl 2-(1-cyano-2-(1-(3-cyano-4,5-dimethylfuran-2-yl)-2,5-dimethyl-1H-pyrrol-3-yl) vinyl)-1H-benzo[d]imidazole-6-carboxylate C(#N)C(=CC1=C(N(C(=C1)C)C=1OC(=C(C1C#N)C)C)C)C1=NC2=C(N1)C=C(C=C2)C(=O)OCC